BrC1=C(C=CC=C1)CCCO 3-(2-bromophenyl)propan-1-ol